ClC1=NC=C(C(=N1)O[C@H](C)C1=CC=C(C=C1)C=1N(C=C(N1)C(F)(F)F)CC)OC |o1:8| rel-2-chloro-5-methoxy-4-[(1R)-1-[4-[1-ethyl-4-(trifluoromethyl)imidazol-2-yl]phenyl]ethoxy]pyrimidine